N-((1R,6S)-2,2-difluoro-6-(4-isopropylpiperazin-1-yl)cyclohexyl)-2-(2,6-difluoro-[1,1'-biphenyl]-3-yl)acetamide FC1([C@@H]([C@H](CCC1)N1CCN(CC1)C(C)C)NC(CC=1C(=C(C(=CC1)F)C1=CC=CC=C1)F)=O)F